(2R,3S,4S)-2-(1,3-benzothiazol-5-ylmethyl)-4-hydroxypyrrolidin-3-yl N-[(3-fluorophenyl)methyl]carbamate FC=1C=C(C=CC1)CNC(O[C@H]1[C@H](NC[C@@H]1O)CC=1C=CC2=C(N=CS2)C1)=O